tert-butyl 3-(4-(benzyloxy)-1,3-dihydrofuro[3,4-c]pyridin-7-yl)-4,4-difluoropiperidine-1-carboxylate C(C1=CC=CC=C1)OC1=NC=C(C2=C1COC2)C2CN(CCC2(F)F)C(=O)OC(C)(C)C